(R)-2-amino-2-methylpentan-1-ol N[C@@](CO)(CCC)C